3-(N,N-dimethylamino)-2,2-dimethyl-propylchlorid CN(C)CC(CCl)(C)C